13-bromo-5,14,19-trimethoxy-16,16-dioxo-9-oxa-16λ6-thia-4,17-diazatetracyclo[16.3.1.111,15.02,7]tricosa-1(22),2(7),3,5,11,13,15(23),18,20-nonaen-10-one BrC=1C=C2C(OCC=3C=C(N=CC3C=3C=CC(=C(NS(C(C1OC)=C2)(=O)=O)C3)OC)OC)=O